NC=1C2=C(N=CN1)N(C=C2C=2C(=C(C=CC2)NS(=O)(=O)C2=C(C(=CC(=C2)Cl)CO)Cl)F)C N-(3-(4-amino-7-methyl-7H-pyrrolo[2,3-d]pyrimidin-5-yl)-2-fluorophenyl)-2,5-dichloro-3-(hydroxymethyl)benzenesulfonamide